Cl.ClC=1C=C(C(=C(C1)C1=NC=NN2C1=CC(=C2)CN2C(N(C=CC2=O)C)=O)CC2CNCCO2)C 3-((4-(5-chloro-3-methyl-2-(morpholin-2-ylmethyl)phenyl)pyrrolo[2,1-f][1,2,4]triazin-6-yl)methyl)-1-methylpyrimidine-2,4(1H,3H)-dione hydrochloride